BrC1=C(C=C(OCCCN2CCCCC2)C=C1)C (3-(4-bromo-3-methylphenoxy)propyl)piperidine